2-((1R,5S,6S)-3-(7,7-difluoro-2-((S)-2-methylazetidin-1-yl)-6,7-dihydro-5H-cyclopenta[d]pyrimidin-4-yl)-3-azabicyclo[3.1.0]hexan-6-yl)acetic acid FC1(CCC2=C1N=C(N=C2N2C[C@@H]1C([C@@H]1C2)CC(=O)O)N2[C@H](CC2)C)F